BrC1=C(C=C(C(=O)N2CC=3N(CC2)C(N(C3C(=O)NCC3=CC=C(C=C3)OC)C3=CC(=CC=C3)OC)=O)C=C1)Cl 7-(4-bromo-3-chloro-benzoyl)-2-(3-methoxyphenyl)-N-[(4-methoxyphenyl)methyl]-3-oxo-6,8-dihydro-5H-imidazo[1,5-a]pyrazine-1-carboxamide